C(#N)C1=CC2=C(N(C(N=C2N2[C@H](CNCC2)C)=O)C=2C(=NC=CC2C)C(C)C)N=C1C1=CN(C(C(=C1)C)=O)C (S)-4-(6-cyano-7-(1,5-dimethyl-6-oxo-1,6-dihydropyridin-3-yl)-1-(2-isoPropyl-4-methylpyridin-3-yl)-2-oxo-1,2-dihydropyrido[2,3-d]pyrimidin-4-yl)-3-methylpiperazine